N-(4-(piperazin-1-yl)pyridin-2-yl)-1H-pyrazolo[4,3-b]pyridin-5-amine N1(CCNCC1)C1=CC(=NC=C1)NC1=CC=C2C(=N1)C=NN2